BrC1=C(OCC(O)C2=CC=CC=C2)C(=CC=C1)Br 2-(2,6-dibromophenoxy)-1-phenylethane-1-ol